CSC=1N=CC2=C(N1)NC(C=C2)=O 2-(methylsulfanyl)-8H-pyrido[2,3-d]pyrimidin-7-one